FC1=CC=C(C=C1)C=1N=C(C=2N(C1C=1C=CC=3N(C1)N=C(N3)C)N=NN2)N 6-(4-fluorophenyl)-5-(2-methyl-[1,2,4]triazolo[1,5-a]pyridin-6-yl)tetrazolo[1,5-a]pyrazin-8-amine